N1C(=NC2=C1C=CC=C2)CNC2=NC(=NC=1N2N=CC1Br)N1[C@H]2CO[C@@H](C1)C2 N-[(1H-benzimidazol-2-yl)methyl]-8-bromo-2-[(1R,4R)-2-oxa-5-azabicyclo[2.2.1]heptan-5-yl]pyrazolo[1,5-a][1,3,5]triazin-4-amine